ClC=1N=CSC1C=1NC(C=C(N1)C1CCOCC1)=O 2-(4-chlorothiazol-5-yl)-4-tetrahydropyran-4-yl-1H-pyrimidin-6-one